N-Bocbromopropylamine C(=O)(OC(C)(C)C)NCCCBr